C(C)(C)(C)OC(C1=CC(=NC(=C1)C(NC)=O)CCl)=O 2-(chloromethyl)-6-(methylcarbamoyl)isonicotinic acid tert-butyl ester